ClC=1C=C(C=CC1)CN1C=2C=CC(=NC2CCC1)C(C)NC(C1=CC=C(C=C1)F)=O N-(1-{5-[(3-chlorophenyl)methyl]-5,6,7,8-tetrahydro-1,5-naphthyridin-2-yl}ethyl)-4-fluorobenzamide